OB1OCC2=C1C=CC(=C2)OC2=CC=C(C#N)C=C2 4-(1-Hydroxy-1,3-dihydro-2,1-benzoxaborol-5-yloxy)benzonitrile